C(C#CCC#CCCC)O non-2,5-diyn-1-ol